COC1=CC=C(C(=N1)C)C1=CC2=C(OC3(CN(CC3)C#N)C(N2)=O)N=C1 7-(6-Methoxy-2-methylpyridin-3-yl)-2-oxo-1,2-dihydrospiro[pyrido[2,3-b][1,4]oxazin-3,3'-pyrrolidin]-1'-carbonitril